N2-(3-chloro-5-fluorophenyl)-5-(1-isobutyl-1H-pyrazol-4-yl)-N4-(1,2,3,4-tetrahydroisoquinolin-7-yl)pyrimidine-2,4-diamine ClC=1C=C(C=C(C1)F)NC1=NC=C(C(=N1)NC1=CC=C2CCNCC2=C1)C=1C=NN(C1)CC(C)C